ClC=1C=C(C=CC1)N(S(=O)(=O)C)CC=1SC(=CN1)C=1OC(=NN1)C(F)F N-(3-chlorophenyl)-N-((5-(5-(difluoromethyl)-1,3,4-oxadiazol-2-yl)thiazol-2-yl)methyl)methanesulfonamide